N-(5-((6-((R)-3-(4-chlorophenyl)-isoxazolidine-2-yl)pyrimidine-4-yl)amino)-2-((2-(dimethylamino)ethyl)(methyl)-amino)-4-methoxyphenyl)acrylamide ClC1=CC=C(C=C1)[C@@H]1N(OCC1)C1=CC(=NC=N1)NC=1C(=CC(=C(C1)NC(C=C)=O)N(C)CCN(C)C)OC